ethyl 7-(bromomethyl)-4-methoxy-2-naphthoate BrCC1=CC=C2C(=CC(=CC2=C1)C(=O)OCC)OC